3-(7-cyclopropyl-6-methoxy-1-oxoisoindolin-2-yl)piperidine-2,6-dione C1(CC1)C=1C(=CC=C2CN(C(C12)=O)C1C(NC(CC1)=O)=O)OC